2-(1-methoxyphenoxy)-1-phenylethanone COC1(OCC(=O)C2=CC=CC=C2)CC=CC=C1